ethyl 3-[2-(methylsulfanyl) pyrimidin-4-yl]-2-oxopropanoate CSC1=NC=CC(=N1)CC(C(=O)OCC)=O